NC=1C=C(C=CC1OC)C1=NC=2C(=NC=CC2C2CCN(CC2)C(=O)C2=CC=C(C=C2)OC(F)(F)F)N1 [4-[2-(3-amino-4-methoxy-phenyl)-3H-imidazo[4,5-b]pyridin-7-yl]-1-piperidyl]-[4-(trifluoromethoxy)phenyl]methanone